ClC1=CC2=C(C(=N1)N(C)C)C(N(C2)[C@@H](C)C2CC2)=O (S)-6-chloro-2-(1-cyclopropylethyl)-4-(dimethylamino)-1,2-dihydro-3H-pyrrolo[3,4-c]pyridin-3-one